C(CCCCCCC)OCOCCCC(CC(C)Cl)C 6-chloro-4-methylheptyl octyloxymethyl ether